2-METHYLNAPHTHALENE-6-CARBOXALDEHYDE CC1=CC2=CC=C(C=C2C=C1)C=O